(R)-5-(2-(2-oxa-6-azaspiro[3.3]heptan-6-yl)ethoxy)-N-(1-(3-(1-ethyl-1H-pyrazol-3-yl)-5-(1-methyl-1H-pyrazol-4-yl)phenyl)ethyl)-2-methylbenzamide C1OCC12CN(C2)CCOC=2C=CC(=C(C(=O)N[C@H](C)C1=CC(=CC(=C1)C=1C=NN(C1)C)C1=NN(C=C1)CC)C2)C